ethylhexyl methoxycinnamate (2-ethylhexyl-p-methoxycinnamate) C(C)C(CC(C(=O)O)=CC1=CC=C(C=C1)OC)CCCC.COC(C(=O)OC(CCCCC)CC)=CC1=CC=CC=C1